[C@H]1([C@@H](C([C@H]([C@@H](C1OP(=O)([O-])[O-])OP(=O)([O-])[O-])OP(=O)([O-])[O-])OP(=O)([O-])OP(=O)([O-])[O-])OP(=O)([O-])[O-])OP(=O)([O-])[O-] The molecule is an inositol phosphate oxoanion obtained by deprotonation of the phosphate and diphosphate OH groups of 3-diphospho-1D-myo-inositol 1,2,4,5,6-pentakisphosphate. It is the major microspecies at pH 7.3. It is a conjugate base of a 3-diphospho-1D-myo-inositol 1,2,4,5,6-pentakisphosphate.